(R)-N-(4-(3-((8-isopropyl-7-oxo-7,8-dihydropyrido[2,3-d]pyrimidin-2-yl)amino)pyrrolidine-1-carbonyl)phenyl)propionamide C(C)(C)N1C(C=CC2=C1N=C(N=C2)N[C@H]2CN(CC2)C(=O)C2=CC=C(C=C2)NC(CC)=O)=O